FC(C)(C)C1=CC(=NC(=N1)C1=C2C(=NC=C1)NC=C2)N2[C@@H](COCC2)C (R)-4-(6-(2-fluoropropane-2-yl)-2-(1H-pyrrolo[2,3-b]pyridin-4-yl)pyrimidin-4-yl)-3-methylmorpholine